copper cinnamaldehyde C(C=CC1=CC=CC=C1)=O.[Cu]